ClC1=NC(=C2N=CN(C2=N1)[C@@H]1SC[C@H]([C@H]1O)O)NCC=1C=C(C(=O)O)C=CC1 3-((2-chloro-9-((2R,3R,4S)-3,4-dihydroxytetrahydrothiophen-2-yl)-9H-purine-6-ylamino)methyl)benzoic acid